S(=O)(=O)(OC[C@H](CC)C)C1=CC=C(C)C=C1 (S)-2-methylbutyl tosylate